tert-butyl N-[(1S,2R,4R,5R)-4-(hydroxymethyl)-6-oxabicyclo[3.1.0]hexan-2-yl]carbamate OC[C@H]1C[C@H]([C@@H]2O[C@H]12)NC(OC(C)(C)C)=O